2-bromo-4-(2,6-difluorophenyl)-5,6-dihydroimidazo[1,2-b][1,2,4]Triazole BrC=1N=C2N(N1)CCN2C2=C(C=CC=C2F)F